7-(4-(4-(benzo[b]thiophen-4-yl)piperazin-1-yl)butoxy)-2-oxo-N-propylquinoline-1(2H)-carboxamide S1C2=C(C=C1)C(=CC=C2)N2CCN(CC2)CCCCOC2=CC=C1C=CC(N(C1=C2)C(=O)NCCC)=O